N1(N=NC2=C1C=CC=C2)OC2=NC1=C(C(=NC=C1C(=C2)N2CC1CCC(C2)N1C(=O)OC(C)(C)C)Cl)F tert-butyl 3-(2-(1H-benzo[d][1,2,3]triazol-1-yloxy)-7-chloro-8-fluoro-1,6-naphthyridin-4-yl)-3,8-diazabicyclo[3.2.1]octane-8-carboxylate